N-(4-chloro-2-fluoro-3-iodophenyl)acetamide ClC1=C(C(=C(C=C1)NC(C)=O)F)I